NCCC=1C(=O)NC(C1)=O (2-aminoethyl)-maleimide